C(O)C1=CC=CC=2C3=CC=CC=C3CC12 methylolfluorene